methoxy-7-(3-oxo-cyclopent-1-enyl)-thiazolo[4,5-c]pyridin COC=1SC2=C(C=NC=C2C2=CC(CC2)=O)N1